CC1=C[C@H]([C@@H](CC1)C(=C)C)C1=C(C=C(C=C1CCCCC)O)O 4-[(1R,6R)-3-methyl-6-prop-1-en-2-ylcyclohex-2-en-1-yl]-5-Pentylbenzene-1,3-diol